(R)-2-(diphenylmethyl)pyrrolidine tert-butyl-(2-fluoro-4-{[4-(4,4,5,5-tetramethyl-1,3,2-dioxaborolan-2-yl)-1,3-thiazol-2-yl]oxy}phenyl)carbamate C(C)(C)(C)N(C(O)=O)C1=C(C=C(C=C1)OC=1SC=C(N1)B1OC(C(O1)(C)C)(C)C)F.C1(=CC=CC=C1)C([C@@H]1NCCC1)C1=CC=CC=C1